COC=1C=C(CN(C(OCCN2C(CN(C(C2)=O)CCOC(N(CC2=CC(=CC=C2)OC)CC2=CC(=CC=C2)OC)=O)=O)=O)CC2=CC(=CC=C2)OC)C=CC1 (2,5-dioxopiperazine-1,4-diyl)bis(ethane-2,1-diyl) bis(bis(3-methoxybenzyl)carbamate)